[2-(2,6-dioxopiperidin-3-yl)-3-oxo-4-phenoxy-2,3-dihydro-1H-isoindol-5-yl]methyl N-[4-(3,4-difluorophenoxy)-2-fluorophenyl]carbamate FC=1C=C(OC2=CC(=C(C=C2)NC(OCC=2C(=C3C(N(CC3=CC2)C2C(NC(CC2)=O)=O)=O)OC2=CC=CC=C2)=O)F)C=CC1F